N-(6-(piperazin-1-yl)pyridin-3-yl)-9H-pyrido[3,4-b]indole-1-carboxamide trifluoroacetate salt FC(C(=O)O)(F)F.N1(CCNCC1)C1=CC=C(C=N1)NC(=O)C1=NC=CC2=C1NC1=CC=CC=C21